5-ethyl-6-fluoronaphthalene-2-amine C(C)C1=C2C=CC(=CC2=CC=C1F)N